NC1=NC=CC=C1C(C)NCCC#N 3-[1-(2-amino-3-pyridyl)ethylamino]propanenitrile